para-octylphenyltrithiophosphit C(CCCCCCC)C1=CC=C(C=C1)SP([S-])[S-]